1-(3-(4-(1-carboxycyclopropyl)butoxy)propyl)cyclopropane-1-carboxylic acid C(=O)(O)C1(CC1)CCCCOCCCC1(CC1)C(=O)O